C(C)(C)(C)OC(=O)N1CCC(CC1)CN1CCN(CC1)C(=O)OCC1=CC=CC=C1 benzyl 4-[(1-tert-butoxycarbonyl-4-piperidyl)methyl]piperazine-1-carboxylate